BrC(C(C(C(C(C(C(C(F)(F)F)(F)F)(F)F)(F)F)(F)F)(F)F)(F)F)(F)F 1-bromoperfluorooctane